CC1(NC(=NC(=N1)Cl)Cl)NC1=CC=CC=C1 2-methyl-2-phenylamino-4,6-dichloro-s-triazine